N2-ethylpyrimidine-2,4-diamine C(C)NC1=NC=CC(=N1)N